N-{(1R,6S)-2,2-difluoro-6-[4-(propan-2-yl)piperazin-1-yl]cyclohexyl}-4-methyl-4-{5-[(1R,2S)-2-methylcyclopropyl]-1,2,4-oxadiazol-3-yl}piperidine FC1([C@@H]([C@H](CCC1)N1CCN(CC1)C(C)C)N1CCC(CC1)(C1=NOC(=N1)[C@H]1[C@H](C1)C)C)F